(E)-3-(4-(3-(3-Chlorobenzyl)-1,2,4-oxadiazol-5-yl)phenyl)-N-((3R,5R)-1-cyano-5-methylpyrrolidin-3-yl)acrylamide ClC=1C=C(CC2=NOC(=N2)C2=CC=C(C=C2)/C=C/C(=O)N[C@H]2CN([C@@H](C2)C)C#N)C=CC1